rac-6-(4-(1,3-dimethyl-1H-pyrazol-4-yl)-2-fluorobenzyl)-2-(trans-2-hydroxycyclohexyl)-4,5-dimethylisoindolin-1-one CN1N=C(C(=C1)C1=CC(=C(CC2=C(C(=C3CN(C(C3=C2)=O)[C@H]2[C@@H](CCCC2)O)C)C)C=C1)F)C |r|